NC1=NC2=C(C=C(C1)C(=O)N(CCC)CCC)C=CC(=C2)C2=CC=C(C=C2)C(=O)N2CCCC2 2-amino-N,N-dipropyl-8-[4-(pyrrolidine-1-carbonyl)phenyl]-3H-1-benzazepine-4-carboxamide